CN1N=C2C=CC=CC2=C1 methyl-2H-indazol